NC1CN(CC(C1)C)C1=C2C(=NC=C1NC(=O)C1=NC(=C(C=C1)F)C1=C(C=C(C=C1F)OC1COCCC1)F)C(CC2)O N-{4-[3-amino-5-methylpiperidin-1-yl]-7-hydroxy-6,7-dihydro-5H-cyclopenta[b]pyridin-3-yl}-6-[2,6-difluoro-4-(tetrahydro-2H-pyran-3-yloxy)phenyl]-5-fluoropyridine-2-carboxamide